4-(1-(4-bromo-6,7-difluoro-1H-indol-5-yl)ethyl)pyridine-2-carbothioamide BrC1=C2C=CNC2=C(C(=C1C(C)C1=CC(=NC=C1)C(N)=S)F)F